n-docosyl pelargonate C(CCCCCCCC)(=O)OCCCCCCCCCCCCCCCCCCCCCC